1-((3-fluoro-2-hydroxy-5-((4-(pyrrolidin-1-yl)phenyl)ethynyl)benzylidene)amino)imidazolidine-2,4-dione FC=1C(=C(C=NN2C(NC(C2)=O)=O)C=C(C1)C#CC1=CC=C(C=C1)N1CCCC1)O